OCCOC=1C=C(C=C(C1)S(=O)(=O)C)NC1=CC(=NC=C1C1=NN(C=C1)C(C)C)NC(C)=O N-(4-((3-(2-hydroxyethoxy)-5-(methylsulfonyl)phenyl)amino)-5-(1-isopropyl-1H-pyrazol-3-yl)pyridin-2-yl)acetamide